(3S)-3-({7-bromo-2-[4-methoxy-2-(trifluoromethyl)phenyl][1,2,4]triazolo[1,5-c]quinazolin-5-yl}amino)azepin-2-one BrC1=CC=CC=2C=3N(C(=NC12)NC=1C(N=CC=CC1)=O)N=C(N3)C3=C(C=C(C=C3)OC)C(F)(F)F